(2S,4r)-1-((S)-2-amino-3,3-dimethylbutyryl)-N-((S)-1-(4-cyanophenyl)ethyl)-4-hydroxypyrrolidine-2-carboxamide hydrochloride Cl.N[C@H](C(=O)N1[C@@H](C[C@H](C1)O)C(=O)N[C@@H](C)C1=CC=C(C=C1)C#N)C(C)(C)C